N=1N(N=C2C1C=CC=C2)C(C(=O)[C@H]2CC[C@H]1[C@@H]3CC[C@@H]4C[C@](CC[C@@H]4[C@H]3CC[C@]21C)(C)O)C 2-(2H-benzo[d][1,2,3]triazol-2-yl)-1-((3R,5R,8R,9R,10S,13S,14S,17S)-3-hydroxy-3,13-dimethylhexadecahydro-1H-cyclopenta[a]phenanthren-17-yl)propan-1-one